2,2'-p-phenylenebis(3,1-benzoxazin-4-one) C1(=CC=C(C=C1)C1=NC2=C(C(O1)=O)C=CC=C2)C2=NC1=C(C(O2)=O)C=CC=C1